(2-bromoethyl)(2-hydroxyethyl)methyl-sulfonium bromide [Br-].BrCC[S+](C)CCO